sodium 4-methylsulfanyl-2-oxobutyrate CSCCC(C(=O)[O-])=O.[Na+]